4-{[6-(5-chloro-2-fluorophenyl)pyridazin-4-yl]amino}quinoline-7-carboxylic acid Lithium hydroxide hydrate O.[OH-].[Li+].ClC=1C=CC(=C(C1)C1=CC(=CN=N1)NC1=CC=NC2=CC(=CC=C12)C(=O)O)F